ClC1=C(C(=CC(=C1)N1CC(CCC1)(CCC1=CC(=CC=C1)C(F)(F)F)N(C)C)Cl)S(=O)(=O)N(C1=NC=NC=C1)CC1=C(C=C(C=C1)OC)OC 2,6-Dichloro-N-(2,4-dimethoxybenzyl)-4-(3-(dimethylamino)-3-(3-(trifluoromethyl)-phenethyl)piperidin-1-yl)-N-(pyrimidin-4-yl)benzenesulfonamide